C(C)[Si](C)(CC)CC triethyl-methyl-silane